C(#N)C=1C=C(C=C2[C@@H](CCOC12)N1C(NC(CC1=O)(CC)CC)=N)C(=O)N[C@H]1[C@@H](C(OC2=CC=CC=C12)(C)C)O (R)-8-cyano-4-(4,4-diethyl-2-imino-6-oxotetrahydropyrimidin-1(2H)-yl)-N-((3S,4R)-3-hydroxy-2,2-dimethylchroman-4-yl)chromane-6-carboxamide